N-cyclooctyl-N'-(3-(1-(tert-butyl)piperidin-4-yl)-1H-indol-5-yl)urea C1(CCCCCCC1)NC(=O)NC=1C=C2C(=CNC2=CC1)C1CCN(CC1)C(C)(C)C